NC1=CC(=C(N=N1)Cl)[C@@H](COC1CC1)N1C(N[C@@H](C1)C(F)(F)F)=O (S)-1-((S)-1-(6-amino-3-chloropyridazin-4-yl)-2-cyclopropyloxyethyl)-4-(trifluoromethyl)imidazolidin-2-one